COC=1C=CC(=NC1)CNC1=CC=C(C=C1)C=1N=C2N(C=CC(=C2)C#N)C1NC 2-(4-{[(5-methoxypyridin-2-yl)methyl]amino}phenyl)-3-(methylamino)imidazo[1,2-a]pyridine-7-carbonitrile